1-(4-((4-((5-(benzo[d]thiazol-6-yl)-2-methoxyphenyl)amino)-7-methoxy-quinazolin-6-yl)oxy)piperidin-1-yl)prop-2-en-1-one S1C=NC2=C1C=C(C=C2)C=2C=CC(=C(C2)NC2=NC=NC1=CC(=C(C=C21)OC2CCN(CC2)C(C=C)=O)OC)OC